CC(CC=1SC=CN1)C 2-(2-methylpropyl)thiazole